(Z)-3-Fluoro-4-(6-methylpyridin-2-ylsulfonyl)but-2-en-1-amin F\C(=C/CN)\CS(=O)(=O)C1=NC(=CC=C1)C